O1CCC12CN(C2)CCOC=2C=C1C=CN=C(C1=CC2)NC=2C=NC(=CC2)Cl 6-(2-(1-oxa-6-azaspiro[3.3]heptan-6-yl)ethoxy)-N-(6-chloropyridin-3-yl)isoquinolin-1-amine